tert-Butyl 4-[6-(benzylamino)-4-(trifluoromethyl)pyridazin-3-yl]piperidine-1-carboxylate C(C1=CC=CC=C1)NC1=CC(=C(N=N1)C1CCN(CC1)C(=O)OC(C)(C)C)C(F)(F)F